12-[4-[1-(2,6-dioxo-3-piperidyl)-3-methyl-2-oxo-benzimidazol-5-yl]-1-piperidyl]-12-oxo-dodecanoic acid O=C1NC(CCC1N1C(N(C2=C1C=CC(=C2)C2CCN(CC2)C(CCCCCCCCCCC(=O)O)=O)C)=O)=O